O1CCNC12CCCCC2 1-Oxa-4-azaspiro[4.5]decane